C(C)OC1=C(C2=CC=CC=C2C=C1)C(=O)NC1=CC=C(C=C1)C(\C=C\C1=CC=C(C=C1)N(C)CCO)=O 2-Ethoxy-N-[4-[(E)-3-[4-[2-hydroxyethyl(methyl)amino]phenyl]prop-2-enoyl]phenyl]naphthalene-1-carboxamide